(1S,2R)-2-((S)-5-Fluoro-8-((1-methyl-5-(trifluoromethyl)-1H-1,2,3-triazol-4-yl)methoxy)-1-((2-oxopyrrolidin-1-yl)methyl)-1,2,3,4-tetrahydroisochinolin-2-carbonyl)-1-methylcyclohexan FC1=C2CCN([C@@H](C2=C(C=C1)OCC=1N=NN(C1C(F)(F)F)C)CN1C(CCC1)=O)C(=O)[C@H]1[C@H](CCCC1)C